CN(CCNC1=NC=2N(C(=C1)C1=CC=C(C#N)C=C1)N=CN2)C 4-(5-{[2-(dimethylamino)ethyl]amino}-[1,2,4]triazolo[1,5-a]pyrimidin-7-yl)benzonitrile